SCCCSC (3-mercaptopropyl-thio)methane